1-methyl-4-cyano-pyrazol CN1N=CC(=C1)C#N